ClC=1C=C(C=NC1C)NC(OC1=CC=CC=C1)=O phenyl (5-chloro-6-methylpyridin-3-yl)carbamate